2-((2S,3S)-3-fluoro-2-(2-methoxybenzyl)pyrrolidin-1-yl)-6-((R)-2-methylmorpholino)pyrimidin-4(3H)-one F[C@@H]1[C@@H](N(CC1)C1=NC(=CC(N1)=O)N1C[C@H](OCC1)C)CC1=C(C=CC=C1)OC